tert-butyl (3-(4-(dimethylamino)-2-oxo-7-(trifluoromethyl)quinazolin-1(2H)-yl)phenyl)carbamate CN(C1=NC(N(C2=CC(=CC=C12)C(F)(F)F)C=1C=C(C=CC1)NC(OC(C)(C)C)=O)=O)C